CN(C1=CC=C(CN(C(CN2C(CN(CC2)C(=O)OCC2=CC(=CC=C2)OC)=O)=O)CC2=CC=C(C=C2)OC)C=C1)C 3-methoxybenzyl 4-(2-((4-(dimethylamino) benzyl) (4-methoxybenzyl) amino)-2-oxoethyl)-3-oxopiperazine-1-carboxylate